IC1=C(C(=C(C(=C1C)C)I)C)C 1,4-diiodotetramethyl-benzene